N[C@H](C(=O)O)CC1CC=C(CC1)C1=CSC2=C1N=CN=C2O[C@@H](C(F)(F)F)C2=C(C=C(C=C2)Cl)N2N=C(C=C2)C (2S)-2-amino-3-(4-(4-((R)-1-(4-chloro-2-(3-methyl-1H-pyrazol-1-yl)phenyl)-2,2,2-trifluoroethoxy)thieno[3,2-d]pyrimidin-7-yl)cyclohex-3-en-1-yl)propanoic acid